C[C@H]1N(CCOC1)C1=CC(NC(=C1)C=1C(=NC=CC1)C(F)(F)F)=O 4-[(3R)-3-methylmorpholin-4-yl]-6-[2-(trifluoromethyl)-3-pyridyl]-1H-pyridin-2-one